(R)-dimethyl((6-(3-methylmorpholino)-2-(1H-pyrazolo[3,4-b]pyridin-4-yl)-pyrimidin-4-yl)imino)-λ6-sulfanone CS(=O)(=NC1=NC(=NC(=C1)N1[C@@H](COCC1)C)C1=C2C(=NC=C1)NN=C2)C